2-[6-Fluoro-3-(methylamino)imidazo[1,2-a]pyridin-2-yl]-1-benzofuran-5-ol FC=1C=CC=2N(C1)C(=C(N2)C=2OC1=C(C2)C=C(C=C1)O)NC